5-Ethynyl-6-fluoro-4-(8-fluoro-2-(((4R)-4-methoxy-1-methylpyrrolidin-2-yl)methoxy)-4-(2,3,6,7-tetrahydro-1H-azepin-1-yl)pyrido[4,3-d]pyrimidin-7-yl)naphthalen-2-ol C(#C)C1=C2C(=CC(=CC2=CC=C1F)O)C1=C(C=2N=C(N=C(C2C=N1)N1CCC=CCC1)OCC1N(C[C@@H](C1)OC)C)F